C(#N)CNC1=CC(=NC=C1C(=O)NC[C@H](C(C)(C)O)F)C1=CC=C2N1N=CC(=C2)C#N (R)-4-((cyanomethyl)amino)-6-(3-cyanopyrrolo[1,2-b]pyridazin-7-yl)-N-(2-fluoro-3-hydroxy-3-methylbutyl)nicotinamide